methyl ((S)-2-((S)-2-((tert-butoxycarbonyl)(methyl)amino)-propanamido)-2-cyclohexylacetyl)-L-prolinate C(C)(C)(C)OC(=O)N([C@H](C(=O)N[C@H](C(=O)N1[C@@H](CCC1)C(=O)OC)C1CCCCC1)C)C